2-oxoheptan-1,7-dioate O=C(C(=O)[O-])CCCCC(=O)[O-]